CC1(CN(CCC1)C1=NC2=C(C=C(C=C2C(N1C)=O)C)C(C)O)C 2-(3,3-dimethylpiperidin-1-yl)-8-(1-hydroxyethyl)-3,6-dimethylquinazolin-4-one